2-(3-aminocyclobutyl)propan-2-ol hydrochloride Cl.NC1CC(C1)C(C)(C)O